O=C1NC(CCC1N1C(C2=CC=C(C=C2C1=O)N1CCC(CC1)COC1=CC(=C2C(NC(=NC2=C1)CSC1CCOCC1)=O)F)=O)=O 2-(2,6-dioxopiperidin-3-yl)-5-(4-(((5-fluoro-4-oxo-2-(((tetrahydro-2H-pyran-4-yl)thio)methyl)-3,4-dihydroquinazolin-7-yl)oxy)methyl)piperidin-1-yl)isoindoline-1,3-dione